4-((3-chlorobenzyl)amino)-6-(3,5-dimethyl-isoxazol-4-yl)-N-(6-methylpyridin-3-yl)quinazoline-2-carboxamide ClC=1C=C(CNC2=NC(=NC3=CC=C(C=C23)C=2C(=NOC2C)C)C(=O)NC=2C=NC(=CC2)C)C=CC1